NC1=C(C=C(C(=O)O)C=C1O)O 4-amino-3,5-dihydroxybenzoic acid